2-(6-hydroxy-3-oxo-(3H)-xanthen-9-yl)-benzoic acid OC=1C=C2OC3=CC(C=CC3=C(C2=CC1)C1=C(C(=O)O)C=CC=C1)=O